CNC(C1=CC=C(C=C1)N1SC2=C(C1=O)C=CC=C2)=O N-methyl-4-(3-oxobenzo[d]isothiazol-2(3H)-yl)benzamide